C(#N)COC1=C(C(=C(C=C1)C1=CN=C2N1C=CN=C2NC2=CC(=C(C(=O)N1CCC(CC1)C(=O)OC[C@@H]1NCCNC1)C=C2)C)F)F [(2R)-piperazin-2-yl]methyl 1-[4-[[3-[4-(cyanomethoxy)-2,3-difluorophenyl]imidazo[1,2-a]pyrazin-8-yl]amino]-2-methylbenzoyl]piperidine-4-carboxylate